C(C)(=O)OC(C)CCC 2-PENTYL ACETATE